2-((2-Formylphenoxy)methyl)benzonitrile C(=O)C1=C(OCC2=C(C#N)C=CC=C2)C=CC=C1